IC1=NN2C(N=CC=C2)=C1 iodo-pyrazolo[1,5-a]pyrimidin